2-(benzothiazol-2-yl)acetonitrile S1C(=NC2=C1C=CC=C2)CC#N